C[Si](OC)(C)CCCC(C)(C(N(CC)CC)N(CC)CC)SC(C)(CCC[Si](C)(C)OC)C(N(CC)CC)N(CC)CC dimethylmethoxysilylpropyl-bis(diethylamino)methylethyl sulfide